OCC1=C(N=C(S1)NC1=CC=C(C=C1)S(=O)(=O)N)C1=CC=C(C=C1)S(=O)(=O)N1CCOCC1 4-((5-(Hydroxymethyl)-4-(4-(morpholinosulfonyl)phenyl)thiazol-2-yl)amino)benzenesulfonamide